FC(C)(F)C1=NC(=CC(=N1)NC1=CC(=NC=C1OC)NC(C)=O)C(=C)C N-(4-((2-(1,1-difluoroethyl)-6-(prop-1-en-2-yl)pyrimidin-4-yl)amino)-5-methoxypyridin-2-yl)acetamide